C1=C2C=C3C(=CC=C4C=5C=CC=CC5N=C34)C2=CC=C1 Indeno-carbazol